OC(C(F)(F)F)(C(F)(F)F)C1=C(C2=CC=CC=C2C=C1)O 2-(2-Hydroxy-1,1,1,3,3,3-hexafluoropropyl)-1-naphthol